C1(=CC=C(C=C1)N(C1=CC=2C(C3=CC=CC=C3C2C=C1)(C1=CC=CC=C1)C1=CC=CC=C1)C1=CC=C(C=C1)C=1C2=CC=CC=C2C=2C=CC=CC2C1)C=1C(=CC=CC1)C1=CC=CC=C1 N-([1,1':2',1''-terphenyl]-4-yl)-N-(4-(phenanthren-9-yl)phenyl)-9,9-diphenyl-9H-fluoren-2-amine